CC1(CCN(CC1)C1=NC2=C(C=C(C=C2C(N1C)=O)C)C(C)NC=1C(=NSC1)C(=O)O)C 4-((1-(2-(4,4-dimethylpiperidin-1-yl)-3,6-dimethyl-4-oxo-3,4-dihydroquinazolin-8-yl)ethyl)amino)isothiazole-3-carboxylic acid